2-[4-[3-[1-(5-chloropyrimidin-2-yl)-4-piperidyl]propoxy]-2-fluoro-phenyl]-1-[4-hydroxy-4-[[[(2S,3S,4R)-2,3,4,5-tetrahydroxypentyl]amino]methyl]-1-piperidyl]ethanone ClC=1C=NC(=NC1)N1CCC(CC1)CCCOC1=CC(=C(C=C1)CC(=O)N1CCC(CC1)(CNC[C@@H]([C@@H]([C@@H](CO)O)O)O)O)F